FC=1C=C(C=C(C1NCC1CCNCC1)[N+](=O)[O-])S(=O)(=O)N 3-fluoro-5-nitro-4-((piperidin-4-ylmethyl)amino)benzenesulfonamide